5-(8-(7-Acetyl-3-ethyl-5,6,7,8-tetrahydroimidazo[1,5-a]pyrazin-1-yl)isoquinolin-3-yl)-N-(4-(6-((2,6-dioxopiperidin-3-yl)carbamoyl)pyridin-2-yl)but-3-yn-1-yl)picolinamide C(C)(=O)N1CC=2N(CC1)C(=NC2C=2C=CC=C1C=C(N=CC21)C=2C=CC(=NC2)C(=O)NCCC#CC2=NC(=CC=C2)C(NC2C(NC(CC2)=O)=O)=O)CC